2,2-Dimethylsebacic acid CC(C(=O)O)(CCCCCCCC(=O)O)C